CN1N=CC(=C1)NC1=C(C(=O)O)C=CC=C1 2-((1-methyl-1H-pyrazol-4-yl)amino)benzoic acid